(S)-N-(5-(5-(3,3-difluoro-2-hydroxypropyl)-1,2,4-oxadiazol-3-yl)-2-methylphenyl)-7-(2-hydroxyethoxy)imidazo[1,2-a]pyridine-3-carboxamide FC([C@H](CC1=NC(=NO1)C=1C=CC(=C(C1)NC(=O)C1=CN=C2N1C=CC(=C2)OCCO)C)O)F